C(C)(C)(C)NS(=O)(=O)C=1SC=C(C1F)C(C)(C)O N-(tert-butyl)-3-fluoro-4-(2-hydroxypropan-2-yl)thiophene-2-sulfonamide